C(C)(C)N1N=CC=C1C=1C=2N(N=C(C1)N1[C@@H](COCC1)C)C(=NC2)C2=CC=NN2 (R)-4-(4-(1-isopropyl-1H-pyrazol-5-yl)-7-(1H-pyrazol-5-yl)imidazo[1,5-b]pyridazin-2-yl)-3-methylmorpholine